C(C)N(CCCCCC)CC diethyl-hexyl-amine